ClC=1C(=CC2=C(C[C@@](O2)([C@H]2NCCC2)C2=CC=CC=C2)C1C=1C(=CC2=C(C1F)OCC=1N(N=CC12)C)C(=O)N)F (S)-7-((S)-5-Chloro-6-fluoro-2-phenyl-2-((S)-pyrrolidin-2-yl)-2,3-dihydrobenzofuran-4-yl)-6-fluoro-3-methyl-3,4-dihydrochromeno[3,4-c]pyrazole-8-carboxamide